tert-butyl (R)-2-(4-(7-((3-(diethylamino)propyl)carbamoyl)benzo[d]imidazo[2,1-b]thiazol-2-yl)phenyl)pyrrolidine-1-carboxylate C(C)N(CCCNC(=O)C1=CC2=C(N3C(S2)=NC(=C3)C3=CC=C(C=C3)[C@@H]3N(CCC3)C(=O)OC(C)(C)C)C=C1)CC